FC1=C(C=CC(=C1F)OC)C1=CN=C2N1C=CN=C2NC2=CC(=C(C=C2)C(=O)N2CCN(CC2)S(=O)(=O)[C@@H]2CNCC2)C [4-[[3-(2,3-difluoro-4-methoxyphenyl)imidazo[1,2-a]pyrazin-8-yl]amino]-2-methylphenyl]-[4-[(3S)-pyrrolidin-3-yl]sulfonylpiperazin-1-yl]methanone